3-bromophenyl-(methyl)carbamic acid tert-butyl ester C(C)(C)(C)OC(N(C)C1=CC(=CC=C1)Br)=O